C(O)NC(C=C)=O N-Methylolacryl-amid